C(C)(=O)[C@]1(C[C@@H](C=2C(=C3C(C=4C(=CC=CC4C(C3=C(C2C1)O)=O)OC)=O)O)OC1OC(C(C(C1)N(CC1=CC=CC=C1)CC1=CC=CC=C1)O)C)O (7S,9S)-9-acetyl-7-[4-(dibenzylamino)-5-hydroxy-6-methyloxan-2-yl]oxy-6,9,11-trihydroxy-4-methoxy-8,10-dihydro-7H-tetracene-5,12-dione